O=C1NC(CCC1N1C(N(C2=C1C=CC(=C2)CCN2CCC(CC2)NC(OC(C)(C)C)=O)C)=O)=O Tert-butyl N-[1-[2-[1-(2,6-dioxo-3-piperidyl)-3-methyl-2-oxo-benzimidazol-5-yl]ethyl]-4-piperidyl]carbamate